NC=1C2=C(N=CN1)N(C=C2C2=C(C=C(C=C2)NC(=O)C2=C1N(N(C2=O)C2=CC=CC=C2)CCC1)F)CCO N-(4-(4-amino-7-(2-hydroxyethyl)-7H-pyrrolo[2,3-d]pyrimidin-5-yl)-3-fluorophenyl)-2-oxo-1-phenyl-2,4,5,6-tetrahydro-1H-pyrrolo[1,2-b]pyrazole-3-carboxamide